NC1=NC(=NC(=C1C(=O)OCC)C)C1=CC=C(C=C1)OCCC(C)(C)C ethyl 4-amino-2-(4-(3,3-dimethylbutoxy)phenyl)-6-methylpyrimidine-5-carboxylate